triethoxydimethyl-aminosilane C(C)OC([SiH](N)C)(OCC)OCC